(S)-2-((3,3-difluoro-4-methylpyrrolidin-1-yl)sulfonyl)-7-fluoro-5-methyl-4-(1-methyl-1H-1,2,4-triazol-3-yl)-1H-indole FC1(CN(C[C@@H]1C)S(=O)(=O)C=1NC2=C(C=C(C(=C2C1)C1=NN(C=N1)C)C)F)F